2-((3-cyano-4-(4-methoxyphenyl)-6-(thiophen-2-yl)pyridin-2-yl)thio)-2-phenylacetamide C(#N)C=1C(=NC(=CC1C1=CC=C(C=C1)OC)C=1SC=CC1)SC(C(=O)N)C1=CC=CC=C1